trifluoro-acetaldehyde methyl hemiacetal COC(C(F)(F)F)O